C(C=C)(=O)N1C[C@@H]2COC3=C(C(N2CC1)=O)C(=NC(=C3Cl)C3=C(C=CC=C3O)F)N3C[C@H](N(CC3)C)C (6aR)-8-acryloyl-4-chloro-1-((R)-3,4-dimethylpiperazin-1-yl)-3-(2-fluoro-6-hydroxyphenyl)-6,6a,7,8,9,10-hexahydro-12H-pyrazino[2,1-c]pyrido[3,4-f][1,4]oxazepin-12-one